(S)-3-(tert-butoxy)-2-(nicotinamidyl)-propionic acid tert-butyl ester C(C)(C)(C)OC([C@H](COC(C)(C)C)NC(C1=CN=CC=C1)=O)=O